CC(C(=O)O)(C)OC1=C(C=C(C=C1)SCC=1SC(=NN1)C1=CC=C(C=C1)OC(F)(F)F)C 2-methyl-2-(2-methyl-4-(((5-(4-(trifluoromethoxy)phenyl)-1,3,4-thiadiazol-2-yl)methyl)thio)phenoxy)propanoic acid